N1=CC(=CC=C1)C=1C=CC=C2C(=NC=NC12)N[C@H](CN1CCN(CC1)S(=O)(=O)C1=CN=C(S1)NC(C)=O)C N-[5-({4-[(2S)-2-{[8-(pyridin-3-yl)quinazolin-4-yl]amino}propyl]piperazin-1-yl}sulfonyl)-1,3-thiazol-2-yl]acetamide